CC1(CC1)C(O)C1=CC=C(C=C1)F (1-methylcyclopropyl)(4-fluorophenyl)methanol